CN1C(=CC=C1)C(=O)NCCCC(=O)N 4-(1-methyl-1H-pyrrol-2-carboxamido)butanamide